(3-(2'-cyclopropyl-3-(hydroxymethyl)biphenyl-4-yl)pyrrolidin-1-yl)(3-methylpyrazin-2-yl)methanone C1(CC1)C1=C(C=CC=C1)C1=CC(=C(C=C1)C1CN(CC1)C(=O)C1=NC=CN=C1C)CO